[Si](C)(C)(C(C)(C)C)OCC1=NC=CC=C1B(O)O [2-[[tert-butyl(dimethyl)silyl]oxymethyl]-3-pyridyl]boronic acid